3,6-Dichloro-4-((1S,2S)-2-(isopropoxymethyl)cyclopropyl)pyridazine ClC=1N=NC(=CC1[C@@H]1[C@H](C1)COC(C)C)Cl